4-(((4-oxochroman-7-yl)oxy)(2-phenylpyridin-4-yl)methyl)benzonitrile O=C1CCOC2=CC(=CC=C12)OC(C1=CC=C(C#N)C=C1)C1=CC(=NC=C1)C1=CC=CC=C1